1,2-bis[4-(2-Hydroxyethoxy)phenyl]-ethanon OCCOC1=CC=C(C=C1)C(CC1=CC=C(C=C1)OCCO)=O